tetramethyl-diaminodiphenylamine CC=1C(=C(C(=C(C1)NC1=C(C(=CC=C1)N)N)C)C)C